4-aminopentan-1-ol NC(CCCO)C